tert-butyl 4-[2-[2-[2-[3-[4-amino-2-(6-methyl-7-oxo-1H-pyrrolo[2,3-c]pyridin-4-yl)phenoxy]phenoxy]ethoxy]ethoxy]ethoxy]piperidine-1-carboxylate NC1=CC(=C(OC=2C=C(OCCOCCOCCOC3CCN(CC3)C(=O)OC(C)(C)C)C=CC2)C=C1)C=1C2=C(C(N(C1)C)=O)NC=C2